CC1=CSC2=C1N=CN=C2N2CCC(CC2)N 1-(7-methylthieno[3,2-d]pyrimidin-4-yl)piperidin-4-amine